(1S,2S)-N-(7-chloro-6-(1-((3R,4R)-4-hydroxy-3-methyltetrahydrofuran-3-yl)piperidin-4-yl)isoquinolin-3-yl)-2-(pyridin-2-yl)cyclobutane-1-carboxamide ClC1=C(C=C2C=C(N=CC2=C1)NC(=O)[C@@H]1[C@H](CC1)C1=NC=CC=C1)C1CCN(CC1)[C@@]1(COC[C@@H]1O)C